O.C1(CC(C(CC1)C(C)C)C(O)CN)C menthylethanolamine hydrate